1-N'-[2,5-difluoro-4-[[6-methoxy-7-(2-methoxy-ethoxy)-1,5-naphthyridin-4-yl]oxy]phenyl]-1-N-(4-fluoro-phenyl)cyclopropane-1,1-dicarboxamide FC1=C(C=C(C(=C1)OC1=CC=NC2=CC(=C(N=C12)OC)OCCOC)F)NC(=O)C1(CC1)C(=O)NC1=CC=C(C=C1)F